(2-{[1-(3,4-dimethoxybenzoyl)naphthalen-2-yl]oxy}ethyl)diethylamine COC=1C=C(C(=O)C2=C(C=CC3=CC=CC=C23)OCCN(CC)CC)C=CC1OC